C1(CCCC2=CC=CC=C12)=O tetralin-1-one